FC1=NN2C(N=CC3=C2C(CN3C(=O)OC(C)(C)C)(C(F)(F)F)C)=C1 tert-butyl 2-fluoro-8-methyl-8-(trifluoromethyl)-7,8-dihydro-6H-pyrazolo[1,5-a]pyrrolo[2,3-e]pyrimidine-6-carboxylate